ethyl 4-(benzyloxy)-1,2-oxazole-3-carboxylate C(C1=CC=CC=C1)OC=1C(=NOC1)C(=O)OCC